FC(C(=O)O)(F)F.FC1(CCN(CC1)C1=NC(=CC(=N1)NC1=NC=NC2=CC(=CC(=C12)N1CCC2(CC2)CC1)NS(=O)(=O)CCO)C)F N-(4-((2-(4,4-difluoropiperidin-1-yl)-6-methylpyrimidin-4-yl)amino)-5-(6-azaspiro[2.5]octan-6-yl)quinazolin-7-yl)-2-hydroxyethane-1-sulfonamide 2,2,2-trifluoroacetate